O=C1NC(CCC1N1C(C2=CC=CC(=C2C1=O)NCCOCCOCC=1N=NN(C1)CCCC(=O)OC(C)(C)C)=O)=O tert-butyl 4-(4-((2-(2-((2-(2,6-dioxopiperidin-3-yl)-1,3-dioxoisoindolin-4-yl)amino)ethoxy)ethoxy)methyl)-1H-1,2,3-triazol-1-yl)butanoate